6-chloro-7-(5,7-dihydro-6H-pyrrolo[3,4-b]pyridin-6-yl)-1-(6-((2-meth-oxyethyl)amino)-4-methylpyridin-3-yl)-4-oxo-1,4-dihydro-1,8-naphthyridine-3-carboxylic acid ClC=1C=C2C(C(=CN(C2=NC1N1CC2=NC=CC=C2C1)C=1C=NC(=CC1C)NCCOC)C(=O)O)=O